FC1=CC=C(O[C@@H]2C[C@H](N(C2)C(=O)OC(C)(C)C)C(=O)OC)C=C1 1-(tert-butyl) 2-methyl (2S,4R)-4-(4-fluorophenoxy)pyrrolidine-1,2-dicarboxylate